Methylolacrylamide C=CC(=O)NCO